1-bromo-2-ethoxy-4-fluorobenzene BrC1=C(C=C(C=C1)F)OCC